FC=1C=C(C(=CC1)C1=CC=CC=C1)C(=O)NC1=CC=C(C=N1)C(=O)O 6-{4-fluoro-[1,1'-biphenyl]-2-amido}pyridine-3-carboxylic acid